tert-butyl N-[(1R)-1-cyclohexyl-2-[4-[2-fluoro-5-[(4-oxo-3H-phthalazin-1-yl)methyl]benzoyl]piperazin-1-yl]-2-oxo-ethyl]carbamate C1(CCCCC1)[C@H](C(=O)N1CCN(CC1)C(C1=C(C=CC(=C1)CC1=NNC(C2=CC=CC=C12)=O)F)=O)NC(OC(C)(C)C)=O